Calcium bromid Lithium iodid [I-].[Li+].[Br-].[Ca+2]